(1S,3R)-3-Amino-N-((S)-1-(5-(((S)-1,1-dimethyl-2,3-dihydro-1H-inden-2-yl)amino)pyridin-2-yl)-2,2,2-trifluoroethyl)-N-methylcyclopentane-1-carboxamide N[C@H]1C[C@H](CC1)C(=O)N(C)[C@H](C(F)(F)F)C1=NC=C(C=C1)N[C@@H]1C(C2=CC=CC=C2C1)(C)C